[N+](=O)([O-])C1=CC=C(OC(=O)OC(C)C2=NN=C(N=N2)C2=CC=C(CNC(OC(C)(C)C)=O)C=C2)C=C1 t-butyl (4-(6-(1-(((4-nitrophenoxy)carbonyl)oxy)ethyl)-1,2,4,5-tetrazin-3-yl)benzyl)carbamate